2-(4-Phenylbut-3-en-2-yl)quinoxaline C1(=CC=CC=C1)C=CC(C)C1=NC2=CC=CC=C2N=C1